CC=1NC2=CC(=CC(=C2C1CC(=O)O)C)C 2-(2,4,6-trimethyl-1H-indol-3-yl)-acetic acid